C(\C=C\C(=O)NN)(=O)NN fumaric dihydrazide